5-furandimethylamine O1C(=CC=C1CN)CN